C(C)(C)[C@@]12CCCCN2C(C2=C1SC(=C2)C2=NC(=NC=C2C(F)(F)F)NC2CCN(CC2)S(=O)(=O)C)=O (9aS)-9a-Isopropyl-2-(2-((1-(methylsulfonyl)piperidin-4-yl)amino)-5-(trifluoromethyl)pyrimidin-4-yl)-7,8,9,9a-tetrahydrothieno[2,3-a]indolizin-4(6H)-one